C1(=CC=CC=C1)C1(C2=CC=CC=C2C=2C(=CC=CC12)C=1C=C(C=CC1)C1=CC=CC=C1)C1=CC=CC=C1 3-(9,9'-diphenyl-fluoren-4-yl)biphenyl